4-fluoro-3-((3-((2-methoxyethyl)amino)-1-oxa-8-azaspiro[4.5]decan-8-yl)sulfonyl)benzonitrile FC1=C(C=C(C#N)C=C1)S(=O)(=O)N1CCC2(CC(CO2)NCCOC)CC1